2-chloro-N-(3-(6-cyclopropyloxazolo[4,5-b]pyridin-2-yl)-5-fluoro-2-methylphenyl)-3,4-difluorobenzamide ClC1=C(C(=O)NC2=C(C(=CC(=C2)F)C=2OC=3C(=NC=C(C3)C3CC3)N2)C)C=CC(=C1F)F